Benzyl (1-[4-(tert-Butyl-dimethyl-silanyloxy)-3,3-dimethyl-2-oxo-butyl]-2-oxo-5-pyridin-2-yl-2,3-dihydro-1H-benzo[e][1,4]diazepin-3-yl)-carbamate C(C)(C)(C)[Si](OCC(C(CN1C(C(N=C(C2=C1C=CC=C2)C2=NC=CC=C2)NC(OCC2=CC=CC=C2)=O)=O)=O)(C)C)(C)C